C(C)(C)C1=C(C=CC=C1)C=1C=C2C(CC3(CNC(C3)=O)C2=CC1)=O 5-(2-isopropylphenyl)spiro[indene-1,3'-pyrrolidine]-3,5'(2H)-dione